COCCOCC(CC(=O)OCC)=O ethyl 4-(2-methoxyethoxy)-3-oxobutyrate